1-ethoxy-3-methoxy-propane C(C)OCCCOC